OCCOC1=C(C=C(C=O)C=C1C)C 4-(2-hydroxyethoxy)3,5-dimethylbenzaldehyde